C(C1=CC=CC=C1)NO N-benzyl-hydroxyl-amine